C1(=CC(=CC=C1)[C@@H]1OC=CC=C1)C (R)-2-(m-tolyl)-2H-pyran